(phenyl)ruthenium (II) dichloride C1(=CC=CC=C1)[Ru-](Cl)Cl